OB1OCC2=C1C(=C(C=C2)C(=O)N[C@@H](C(C)C)C(=O)OCC2=CC(=C(C=C2)Cl)OCCN2CCOCC2)C 4-Chloro-3-(2-morpholinoethoxy)benzyl (1-hydroxy-7-methyl-1,3-dihydrobenzo[c][1,2]oxaborole-6-carbonyl)-L-valinate